4-(2-(azetidin-3-ylmethyl)-5-(2,6-dimethylphenoxy)-2H-indazol-6-yl)-N-ethyl-6-methyl-7-oxo-6,7-dihydro-1H-pyrrolo[2,3-c]pyridine-2-carboxamide N1CC(C1)CN1N=C2C=C(C(=CC2=C1)OC1=C(C=CC=C1C)C)C=1C2=C(C(N(C1)C)=O)NC(=C2)C(=O)NCC